C[C@H]1CC(CC=2C=C3C(=NC12)SC(=N3)C(=O)N[C@H](CCN3CCC(CC3)O)C3=CC=C(C=C3)C3=NC=C(C(=C3)F)OCOC)C(C)(C)C methyl-(S)-7-(tert-butyl)-N-((R)-1-(4-(4-fluoro-5-(methoxymethoxy)pyridin-2-yl)phenyl)-3-(4-hydroxypiperidin-1-yl)propyl)-5,6,7,8-tetrahydrothiazolo[5,4-b]quinoline-2-carboxamide